FC1=C(C=CC(=C1)F)N1CCN(CC1)C(=O)NC=1N=NC(=CC1)O 4-(2,4-difluorophenyl)-N-(6-hydroxypyridazin-3-yl)-piperazine-1-carboxamide